FC(C1=CC=C(C=N1)OC1=NC=CC=C1C=1CC=NCC1)(F)F 2-((6-(trifluoromethyl)pyridin-3-yl)oxy)-3',6'-dihydro-[3,4'-bipyridin]